FC(C1CCN(CC1)C(=O)[C@H]1CN(CCC1)S(=O)(=O)C1=CC=C(C=C1)S(=O)(=O)N(CC)CC)F (R)-4-((3-(4-(Difluoromethyl)piperidine-1-carbonyl)piperidin-1-yl)sulfonyl)-N,N-diethylbenzenesulfonamide